ethyl 2-(2-((7-bromo-4-fluorobenzofuran-5-yl)methoxy)-4-methoxyphenyl)acetate BrC1=CC(=C(C=2C=COC21)F)COC2=C(C=CC(=C2)OC)CC(=O)OCC